O1C(CCCC1)O[C@@H](C)C=1N(C=CN1)CC1=NOC(=C1)C1=CC=C(C=C1)C#CC=1C=CC(=NC1)CNC=O N-((5-((4-(3-((2-((1S)-1-((tetrahydro-2H-pyran-2-yl)oxy)ethyl)-1H-imidazol-1-yl)methyl)isoxazol-5-yl)phenyl)ethynyl)pyridin-2-yl)methyl)formamide